(4-fluoro-2-isopropoxyphenyl){6-[3-methyl-1-(o-tolyl)-5-pyrazolyl]-2-aza-2-spiro[3.3]heptyl}methanone FC1=CC(=C(C=C1)C(=O)N1CC2(C1)CC(C2)C2=CC(=NN2C2=C(C=CC=C2)C)C)OC(C)C